Cl.ClC1=C(C=CC(=C1)Cl)COC=1C=NC=C(C1)C=1C=NN(C1)C1CCNCC1 3-[(2,4-dichlorophenyl)methoxy]-5-[1-(piperidin-4-yl)-1H-pyrazol-4-yl]pyridine hydrochloride salt